3-amino-4-(5-bromo-2-nitrophenyl)but-2-enoic acid methyl ester COC(C=C(CC1=C(C=CC(=C1)Br)[N+](=O)[O-])N)=O